C(C1=CC=CC=C1)OC1=C(C(=O)N(C)C=2C=C(C=CC2)C2=CC(=C(C(=C2)N(C2CCOCC2)CC)C)C(=O)OC)C=C(C(=C1)OCC1=CC=CC=C1)C(C)C Methyl 3'-(2,4-bis(benzyloxy)-5-isopropyl-N-methylbenzamido)-5-(ethyl(tetrahydro-2H-pyran-4-yl)amino)-4-methyl-[1,1'-biphenyl]-3-carboxylate